FC1(C)CC=C(C=C1)F 1,4-difluorotoluene